tert-butyl (2S,6R)-4-(11-chloro-6-oxo-3-(thiophen-2-yl)-10-(trifluoromethyl)-3,4-dihydro-2H,6H-[1,4]thiazepino[2,3,4-ij]quinazolin-8-yl)-2,6-dimethylpiperazine-1-carboxylate ClC1=C(C=C2C(=NC(N3C2=C1SCC(C3)C=3SC=CC3)=O)N3C[C@@H](N([C@@H](C3)C)C(=O)OC(C)(C)C)C)C(F)(F)F